4,5-dimethyl-2-isobutyl-3-thiazoline CC1=NC(SC1C)CC(C)C